5-(((4-(3-chloro-4-(2-chloro-3-((3-fluoro-4-(((2-hydroxyethyl)amino)methyl)pyridin-2-yl)amino)phenyl)pyridin-2-yl)-2-methoxyphenethyl)amino)methyl)pyrrolidin-2-one ClC=1C(=NC=CC1C1=C(C(=CC=C1)NC1=NC=CC(=C1F)CNCCO)Cl)C1=CC(=C(CCNCC2CCC(N2)=O)C=C1)OC